CC=1C=2N(C=C(C1)C1=CC3=C(N(C(N3)=O)C3CCNCC3)C=C1)N=CN2 5-(8-Methyl-[1,2,4]triazolo[1,5-a]pyridin-6-yl)-1-(piperidin-4-yl)-1,3-dihydro-2H-benzo[d]imidazol-2-on